4-(1,2-epoxyethyl)-1,2-epoxycyclohexane C1(CO1)C1CC2C(CC1)O2